C1(=CC=CC=C1)[C@H](C)N (1S)-1-phenylethan-1-amine